4-pyrazol-1-yl-3-[2-(3-pyridinyl)ethynyl]benzoic acid N1(N=CC=C1)C1=C(C=C(C(=O)O)C=C1)C#CC=1C=NC=CC1